3-morpholino-1-phenylpropyl (4-nitrophenyl) carbonate C(OC(CCN1CCOCC1)C1=CC=CC=C1)(OC1=CC=C(C=C1)[N+](=O)[O-])=O